N-cyclopentyl-4-methyl-5-[2-[4-(3-piperidinyl)anilino]pyrimidin-4-yl]thiazol-2-amine C1(CCCC1)NC=1SC(=C(N1)C)C1=NC(=NC=C1)NC1=CC=C(C=C1)C1CNCCC1